(4-((R)-amino(4,5-dichloro-2-hydroxyphenyl)methyl)piperidin-1-yl)((R)-pyrrolidin-3-yl)methanone N[C@H](C1CCN(CC1)C(=O)[C@H]1CNCC1)C1=C(C=C(C(=C1)Cl)Cl)O